[Cl-].C(CCCCCCCCCCCCC)C(C1=CC=CC=C1)N(C)C tetradecyldimethylbenzyl-ammonia chloride